[Cl-].[Cl-].[Cl-].C1(=CC=CC=C1)P(C1=CC=CC=C1)C1=CC=CC=C1.[Rh+3] rhodium (triphenylphosphine) trichloride